S(=O)(=O)(O)[O-].[K+] Potassium hydrogensulfate